di-n-hexyl-2,3-dichloro-maleic acid C(CCCCC)OC(\C(=C(/C(=O)OCCCCCC)\Cl)\Cl)=O